2-(2-(((1R,3S,5S)-3-((tert-butoxy carbonyl)(2-((S)-2-cyanopyrrolidin-1-yl)-2-oxoethyl)amino)adamantan-1-yl)oxy)ethoxy)ethyl methanesulfonate CS(=O)(=O)OCCOCCOC12CC3(C[C@H](CC(C1)C3)C2)N(CC(=O)N2[C@@H](CCC2)C#N)C(=O)OC(C)(C)C